BrC\C(\C(=O)OCC)=N/O ethyl (2Z)-3-bromo-2-hydroxyimino-propanoate